3-[1-oxo-6-(quinazolin-4-ylamino)isoindolin-2-yl]piperidine-2,6-dione dipotassium [K].[K].O=C1N(CC2=CC=C(C=C12)NC1=NC=NC2=CC=CC=C12)C1C(NC(CC1)=O)=O